C(C)(C)(C)OC(=O)NC=1C=C(C=C(C1)Cl)[C@@H]1[C@H](C1)C(=O)OC |r| rac-methyl (1S*,2S*)-2-(3-((tert-butoxycarbonyl)amino)-5-chlorophenyl)cyclopropane-1-carboxylate